CC1(CN(CCC1)C#N)C 3,3-dimethylpiperidine-1-carbonitrile